4-(2,4-dimethylphenyl)-2,7-dimethyloct-6-enal CC1=C(C=CC(=C1)C)C(CC(C=O)C)CC=C(C)C